Cl.N[C@H]1C(N(C2(CC2)C1)C)=O |r| (±)-6-Amino-4-methyl-4-azaspiro[2.4]heptane-5-one hydrochloride